4-amino-N-cyclopropyl-7-fluoro-N-((1'-methyl-3H-spiro[benzofuran-2,4'-piperidin]-5-yl)methyl)-1,3-dihydrofuro[3,4-c]quinoline-8-carboxamide NC1=NC=2C=C(C(=CC2C2=C1COC2)C(=O)N(CC=2C=CC1=C(CC3(CCN(CC3)C)O1)C2)C2CC2)F